((4-amino-6-bromo-2,3-difluorophenyl)thio)picolinonitrile NC1=C(C(=C(C(=C1)Br)SC=1C(=NC=CC1)C#N)F)F